4-chloro-1-(2-chlorophenyl)-6-methylthiothieno[3,2-d]pyrimidin-2(1H)-one ClC=1C2=C(N(C(N1)=O)C1=C(C=CC=C1)Cl)C=C(S2)SC